BrC1=C(C=CC(=C1)C)S(=O)(=O)N1[C@@H](CCC1)C(=O)O ((2-Bromo-4-methylphenyl)sulfonyl)-L-proline